ClC=1SC(=C(N1)C1CC1)S(=O)(=O)Cl 2-Chloro-4-cyclopropylthiazole-5-sulfonyl chloride